CO[Si](CCCNC1=CC=CC=C1)(OC)OC n-phenylaminopropyltrimethoxysilane